4-[4-[6-(cyclopropylmethoxy)indol-1-yl]-2,6-difluoro-phenoxy]butanoic acid C1(CC1)COC1=CC=C2C=CN(C2=C1)C1=CC(=C(OCCCC(=O)O)C(=C1)F)F